(E)-6-styrylnaphthalene-2-amine C(=C\C1=CC=CC=C1)/C=1C=C2C=CC(=CC2=CC1)N